FC1(C[C@H](N(C1)C1=CC=C2C(=N1)OC(C=C2C2=C(C=CC=C2)C)=O)C(=O)O)F (S)-4,4-difluoro-1-(2-oxo-4-(o-tolyl)-2H-pyrano[2,3-b]pyridin-7-yl)pyrrolidine-2-carboxylic acid